N-[3-chloro-5-[3-[4-(trifluoromethyl)phenoxy]pyrazin-2-yl]-2-pyridyl]-N-methylsulfonyl-methanesulfonamide ClC=1C(=NC=C(C1)C1=NC=CN=C1OC1=CC=C(C=C1)C(F)(F)F)N(S(=O)(=O)C)S(=O)(=O)C